4-[4-cyano-2-({[(2'R,4S)-6-(3-methyl-1,2,4-oxadiazol-5-yl)-2,3-dihydrospiro[chromene-4,1'-cyclopropan]-2'-yl]carbonyl}amino)phenyl]butanoic acid C(#N)C1=CC(=C(C=C1)CCCC(=O)O)NC(=O)[C@H]1[C@]2(C1)CCOC1=CC=C(C=C12)C1=NC(=NO1)C